(trifluoromethyl)-1H-pyrazolo[4,3-d]pyrimidin-7-ol FC(F)(F)N1N=CC=2N=CN=C(C21)O